FC(C12CC(C1)(C2)NC(C)=O)(F)F N-(3-(trifluoromethyl)bicyclo[1.1.1]pentan-1-yl)acetamide